5-Chloro-2-methoxy-3-bromopyridine ClC=1C=C(C(=NC1)OC)Br